2-[5-(1H-imidazol-1-ylmethyl)pyridin-3-yl]-5-fluoro-1-(2-hydroxyethyl)-1H-benzo[d]imidazole-6-carbonitrile N1(C=NC=C1)CC=1C=C(C=NC1)C1=NC2=C(N1CCO)C=C(C(=C2)F)C#N